(3-aminopropyl)-imidazole NCCCC=1NC=CN1